8-[(2-amino-3-fluoropyridin-4-yl)methyl]-5-(2-fluoro-4-iodoanilino)imidazo[1,5-a]pyridine-6-carboxamide trifluoroacetate FC(C(=O)O)(F)F.NC1=NC=CC(=C1F)CC=1C=2N(C(=C(C1)C(=O)N)NC1=C(C=C(C=C1)I)F)C=NC2